2-bromo-6-(2,2-difluoroethyl)-4H,5H,6H,7H,8H-pyrazolo[1,5-d][1,4]diazepin-7-one BrC1=NN2CC(N(CCC2=C1)CC(F)F)=O